((1R,3s,5S)-8-azabicyclo[3.2.1]oct-3-yl)-3-chloro-4-(2-(1,6-dimethyl-1H-pyrazolo[4,3-b]pyridin-3-yl)cyclopropyl)-N-methylbenzamide [C@H]12CC(C[C@H](CC1)N2)C2=C(C(=O)NC)C=CC(=C2Cl)C2C(C2)C2=NN(C=1C2=NC=C(C1)C)C